(R)-1-((R)-3-amino-1-(4-((6-amino-9H-purin-9-yl)methyl)-6-(2,3,4-trifluorophenyl)pyridin-3-yl)piperidin-3-yl)-2,2-difluoroethan-1-ol N[C@]1(CN(CCC1)C=1C=NC(=CC1CN1C2=NC=NC(=C2N=C1)N)C1=C(C(=C(C=C1)F)F)F)[C@H](C(F)F)O